N-(4-fluorophenyl)-4-hydroxy-1,5-dimethyl-2-oxo-5-(4-(trifluoromethyl)phenyl)-1,2,5,6-tetrahydropyridine-3-thiocarboxamide FC1=CC=C(C=C1)NC(=S)C=1C(N(CC(C1O)(C1=CC=C(C=C1)C(F)(F)F)C)C)=O